(E)-5-bromo-2-(tert-butylsulfanyl)-3-methylbenzaldehyde oxime BrC=1C=C(C(=C(/C=N/O)C1)SC(C)(C)C)C